6-(2-(5-Cyclopropyl-3-(3,5-dichloropyridin-4-yl)isoxazol-4-yl)-7-azaspiro[3.5]non-1-en-7-yl)-4-(2-hydroxyethoxy)chinolin C1(CC1)C1=C(C(=NO1)C1=C(C=NC=C1Cl)Cl)C1=CC2(C1)CCN(CC2)C=2C=C1C(=CC=NC1=CC2)OCCO